C(C)(C)(C)OC(=O)N1CC2=CC=C(C=C2CC1)C=1OC(N(N1)CC1=NC=C(C=C1F)C=1OC(=NN1)C(F)F)=O 6-[4-[[5-[5-(difluoromethyl)-1,3,4-oxadiazol-2-yl]-3-fluoro-2-pyridinyl]methyl]-5-oxo-1,3,4-oxadiazol-2-yl]-3,4-dihydro-1H-isoquinoline-2-carboxylic acid tert-butyl ester